Isonicotinoyl-beta-alanine ethyl ester C(C)OC(CCNC(C1=CC=NC=C1)=O)=O